6-(1,3-dimethyl-1H-pyrazol-4-yl)-3-((8-methoxy-2-(6-methoxypyridin-3-yl)-2,3-dihydrobenzo[b][1,4]dioxin-6-yl)methyl)-3H-imidazo[4,5-b]pyridine CN1N=C(C(=C1)C=1C=C2C(=NC1)N(C=N2)CC2=CC1=C(OC(CO1)C=1C=NC(=CC1)OC)C(=C2)OC)C